C(#N)C1=CC=C(C=C1)C=1C=C2C(=NC1)N=C(S2)NC(=O)C=2C=NC(=CC2C2=C(C=CC=C2)C#C)C N-(6-(4-cyanophenyl)thiazolo[4,5-b]pyridin-2-yl)-4-(2-ethynylphenyl)-6-methylpyridine-3-Formamide